N-Oleoyl-methionine C(CCCCCCC\C=C/CCCCCCCC)(=O)N[C@@H](CCSC)C(=O)O